C(C(C)(C)C)(=O)OCCCC\C=C\C(NS(=O)(=O)OCC(Cl)(Cl)Cl)B1OC(CN(CC(O1)=O)C)=O (E)-7-(6-methyl-4,8-dioxo-1,3,6,2-dioxazaborocan-2-yl)-7-(((2,2,2-trichloroethoxy)sulfonyl)amino)hept-5-en-1-yl pivalate